C(CC)(=O)CC(=O)OC Methyl propionoylacetate